1-(3-(6-methyl-3-(4-(trifluoro-methyl)phenyl)-1H-indazol-1-yl)-pyrrolidin-1-yl)prop-2-en-1-one CC1=CC=C2C(=NN(C2=C1)C1CN(CC1)C(C=C)=O)C1=CC=C(C=C1)C(F)(F)F